6-methyl-2-(1H-pyrrol-3-yl)-N-(3-(4'-(trifluoromethoxy)-[1,1'-biphenyl]-4-yl)propyl)thieno[2,3-d]pyrimidin-4-amine CC1=CC2=C(N=C(N=C2NCCCC2=CC=C(C=C2)C2=CC=C(C=C2)OC(F)(F)F)C2=CNC=C2)S1